3,4-dihydro-3-methyl-4-oxoimidazo[5,1-D]-1,2,3,5-tetrazine-8-formic acid CN1N=NC=2N(C1=O)C=NC2C(=O)O